COC(=O)C=1N(C=C(C1C1=CC=C(C=C1)F)I)CCN 1-(2-aminoethyl)-3-(4-fluorophenyl)-4-iodo-1H-pyrrole-2-carboxylic acid methyl ester